FC=1C=C(NC2=NN(C3=C2C=NC(=C3)C(=O)N3C2CC(CC3CC2)O)CC(F)(F)F)C=CC1 [3-(3-fluoroanilino)-1-(2,2,2-trifluoroethyl)pyrazolo[4,3-c]pyridin-6-yl]-(3-endo-hydroxy-8-azabicyclo[3.2.1]octan-8-yl)methanone